5-((2,2-difluoroethoxy)methyl)-2-phenyl-N-(tetrahydro-2H-pyran-4-yl)-1H-indol-7-amine FC(COCC=1C=C2C=C(NC2=C(C1)NC1CCOCC1)C1=CC=CC=C1)F